[Br-].C(C1=CC=CC=C1)[N+]1(CCCCCC1)CC(=O)NC1=C(C=CC=C1C)C 1-benzyl-1-(2-((2,6-dimethylphenyl)Amino)-2-oxoethyl)Azepan-1-ium bromide